2,4-difluoro-6-hydrazineyl-3-(trimethylsilyl)pyridine FC1=NC(=CC(=C1[Si](C)(C)C)F)NN